(2R,3R,4R,5S)-1-{6-[(4-azido-2-nitrophenyl)amino]-3,4-dihydroxy-hexyl}-2-(hydroxymethyl)piperidine-3,4,5-triol N(=[N+]=[N-])C1=CC(=C(C=C1)NCCC(C(CCN1[C@@H]([C@H]([C@@H]([C@H](C1)O)O)O)CO)O)O)[N+](=O)[O-]